N-(ethylaminomethylthio)-2-(2-fluoro-3-methoxyphenyl)-2-(4-(trifluoromethyl)pyridin-2-yl)acetamide C(C)NCSNC(C(C1=NC=CC(=C1)C(F)(F)F)C1=C(C(=CC=C1)OC)F)=O